C(#N)[C@H]1CN(CC1)S(=O)(=O)N1C[C@H](CCC1)C(=O)N1[C@H](CCC1)C(=O)NCC1=CC=C(C=C1)C(F)(F)F 1-(((3S)-1-(((3R)-3-cyano-1-pyrrolidinyl)sulfonyl)-3-piperidinyl)carbonyl)-N-(4-(trifluoromethyl)benzyl)-D-prolinamide